C(C)(=O)N1CC(C1)(C=C)NC(=O)C=1NC=CC(C1OCC1=CC=CC=C1)=C=O N-(1-acetyl-3-vinyl-azetidin-3-yl)-3-benzyloxy-4-carbonyl-1H-pyridine-2-carboxamide